sodium lauroyl isethionate S(=O)(=O)(OC(CCCCCCCCCCC)=O)CCO.[Na]